C(C1=CC=CC=C1)(=O)C1CN(C1)C(=O)OC(C)(C)C tert-Butyl 3-benzoylazetidine-1-carboxylate